4-(3-(1-(2-(2,6-dioxopiperidin-3-yl)-1,3-dioxoisoindolin-4-yl)azetidin-3-yl)propyl)benzamide O=C1NC(CCC1N1C(C2=CC=CC(=C2C1=O)N1CC(C1)CCCC1=CC=C(C(=O)N)C=C1)=O)=O